cobalt bis(cyclopentadienyl)cobalt C1(C=CC=C1)[Co]C1C=CC=C1.[Co]